CN([C@@H](CO[Si](C1=CC=CC=C1)(C1=CC=CC=C1)C(C)(C)C)C(=O)O)C(=O)OC(C)(C)C Methyl-N-(tert-Butoxycarbonyl)-O-(tert-butyldiphenylsilyl)-L-serine